N-(2-Fluoro-4-methyl-5-(8-morpholinoimidazo[1,2-a]pyridin-6-yl)phenyl)-2-(trifluoromethyl)isonicotinamide FC1=C(C=C(C(=C1)C)C=1C=C(C=2N(C1)C=CN2)N2CCOCC2)NC(C2=CC(=NC=C2)C(F)(F)F)=O